The molecule is an amino tetrasaccharide consisting of alpha-D-galactose, beta-D-galactose, N-acetyl-beta-D-glucosamine and N-acetyl-beta-D-galactosamine residues connected in sequence by (1->3) linkages. It is an amino tetrasaccharide, a glucosamine oligosaccharide and a galactosamine oligosaccharide. CC(=O)N[C@@H]1[C@H]([C@@H]([C@H](O[C@H]1O[C@H]2[C@H]([C@H](OC([C@@H]2NC(=O)C)O)CO)O)CO)O)O[C@H]3[C@@H]([C@H]([C@H]([C@H](O3)CO)O)O[C@@H]4[C@@H]([C@H]([C@H]([C@H](O4)CO)O)O)O)O